FC(C=1C=C(CC2=NC=CC=C2)C=CC1)(F)F 2-(3-(trifluoromethyl)benzyl)pyridin